Cl.COC([C@@H](N)CC(C)C)=O L-leucine-methyl ester hydrochloride